methyl 6-bromo-5-methylimidazo[1,5-a]pyridine-1-carboxylate BrC=1C=CC=2N(C1C)C=NC2C(=O)OC